COC(=O)C1=NC(=CC(=C1Cl)NC(C)=O)C1=C(C(=C(C=C1F)I)F)F 4-acetylamino-3-chloro-6-(2,3,6-trifluoro-4-iodophenyl)-pyridine-2-carboxylic acid methyl ester